N(=[N+]=[N-])C(CC(O)(C=1C=NC(=CC1)Cl)C=1SC2=C(N1)C=CC=C2)=C 3-azido-1-(benzothiazol-2-yl)-1-(6-chloropyridin-3-yl)but-3-en-1-ol